4-((1R,5S)-3,8-diazabicyclo[3.2.1]octan-3-yl)-7-(8-ethynyl-3-hydroxynaphthalen-1-yl)-2-(((2R,7aS)-2-fluorotetrahydro-1H-pyrrolizin-7a(5H)-yl)methoxy)quinoline-3-carbonitrile [C@H]12CN(C[C@H](CC1)N2)C2=C(C(=NC1=CC(=CC=C21)C2=CC(=CC1=CC=CC(=C21)C#C)O)OC[C@]21CCCN1C[C@@H](C2)F)C#N